C(C(=O)O)(=O)O.[C@@H]12NCCC[C@H]2CNC1 (S,S)-2,8-diazabicyclo[4.3.0]nonane oxalate